7-(3-methylbenzyl)-4-(4-methylbenzyl)-6,7,8,9-tetrahydroimidazo[1,2-a]pyrido[3,4-e]pyrimidine-5(4H)-one CC=1C=C(CN2CC=3C(N(C=4N(C3CC2)C=CN4)CC4=CC=C(C=C4)C)=O)C=CC1